(3S,4R)-1-(4-((4-((R)-2-(difluoromethyl)azetidin-1-yl)-1-isopropylpyrido[3,4-d]pyridazin-7-yl)amino)pyrimidin-2-yl)-3-fluoro-3-methylpiperidin-4-ol FC([C@@H]1N(CC1)C=1N=NC(=C2C1C=NC(=C2)NC2=NC(=NC=C2)N2C[C@]([C@@H](CC2)O)(C)F)C(C)C)F